FC1=CC=C(N(C=2SC(=C(N2)C)C(C2=CC=C(C=C2)OC)=O)[C@H](C(=O)N)C)C=C1 (S)-2-(4-Fluoro-N-[5-(4-methoxybenzoyl)-4-methylthiazol-2-yl]anilino)propanamid